NC1=C2C(=NC(=N1)OCCO)N(N=C2)CC=2C=CC(=C(CP(O)(=O)C)C2)OC (5-((4-amino-6-(2-hydroxyethoxy)-1H-pyrazolo[3,4-d]pyrimidin-1-yl)methyl)-2-methoxybenzyl)(methyl)phosphinic acid